CC1=CC=C(C=C1)S(=O)(=O)O.ClC=1C=CC(=NC1)[C@@]1(OC2=C(O1)C=CC=C2N2[C@@H]1CC[C@@H]1NCC2)C |o1:18,&1:28,31| (1RS,6SR)-2-((S*)-2-(5-chloropyridin-2-yl)-2-methylbenzo[d][1,3]dioxol-4-yl)-2,5-diazabicyclo[4.2.0]octane para-toluensulfonate